(S)-N-cyclopropyl-7-(4-fluorobenzyl)-2-methyl-2,3-dihydro-1H-pyrido[2,3-b][1,4]oxazin-6-amine C1(CC1)NC=1C(=CC2=C(OC[C@@H](N2)C)N1)CC1=CC=C(C=C1)F